1-cyclooctyl-pseudouridine triphosphate P(O)(=O)(OP(=O)(O)OP(=O)(O)O)OC[C@@H]1[C@H]([C@H]([C@@H](O1)C1=CN(C(=O)NC1=O)C1CCCCCCC1)O)O